FC1=C(C=C(C=C1)N1C(=C(C2=C1C=C1C=NNC1=C2)I)C2CCOCC2)OC 5-(4-fluoro-3-methoxy-phenyl)-7-iodo-6-tetrahydropyran-4-yl-pyrrolo[2,3-f]indazol